ClC1=C(C=2N(C=C1)N=CC2)OC 5-Chloro-4-methoxy-pyrazolo[1,5-a]pyridine